ClC1=C(C=C2C(=NC(N3C2=C1SC[C@H](C3)C3=CC=C(C=C3)F)=O)N3C[C@@H](N([C@@H](C3)C)C(=O)OC(C)(C)C)C)C(F)(F)F tert-butyl (2S,6R)-4-((S)-11-chloro-3-(4-fluorophenyl)-6-oxo-10-(trifluoromethyl)-3,4-dihydro-2H,6H-[1,4]thiazepino[2,3,4-ij]quinazolin-8-yl)-2,6-dimethylpiperazine-1-carboxylate